(R)-2-(1-ethyl-5-(3-methylmorpholino)-1H-pyrazolo[4,3-b]pyridin-7-yl)-2-methylpropanenitrile C(C)N1N=CC2=NC(=CC(=C21)C(C#N)(C)C)N2[C@@H](COCC2)C